FC1=CC=C(C=C1)C1SCC(N1C1=C(C=C(C(=O)OCCN(C)CCOC)C=C1)C)=O 2-[(2-Methoxyethyl) (methyl)amino]ethyl 4-[2-(4-fluorophenyl)-4-oxo-1,3-thiazolidin-3-yl]-3-methylbenzoate